2-(methylthio)-1-(2-(3-phenyl-1,2,4-oxadiazol-5-yl)piperidin-1-yl)propan-1-one CSC(C(=O)N1C(CCCC1)C1=NC(=NO1)C1=CC=CC=C1)C